NC(CC(C#C)NC(=O)C1N(CC1)C(=O)OC(C)(C)C)=O tert-Butyl 2-[1-(2-amino-2-oxo-ethyl)prop-2-ynylcarbamoyl]azetidine-1-carboxylate